FC1=CC=C(CN2C(\C(\C3=CC(=CC=C23)N)=C/C=2NC(=CC2C)C)=O)C=C1 (Z)-1-(4-fluorobenzyl)-3-((3,5-dimethyl-1H-pyrrol-2-yl)methylene)-5-amino-2-indolone